2-(1-methyl-2-oxo-2,3-dihydro-1H-benzo[d]imidazol-5-yl)-2-oxoethyl (3S)-7-(6-amino-3-chloro-2-fluorophenyl)-5-oxo-1,2,3,5,8,8a-hexahydroindolizine-3-carboxylate NC1=CC=C(C(=C1C1=CC(N2[C@@H](CCC2C1)C(=O)OCC(=O)C1=CC2=C(N(C(N2)=O)C)C=C1)=O)F)Cl